rel-(3R,5S)-5-fluoropiperidin-3-ol hydrochloride Cl.F[C@H]1C[C@H](CNC1)O |o1:2,4|